CN(C)CC=1N(C=CN1)C 2-((dimethylamino)methyl)-1-methyl-1H-imidazol